O=C1NC(CCC1N1C(C2=CC=CC(=C2C1=O)CCCCCCCNC(OC(C)(C)C)=O)=O)=O tert-butyl (7-(2-(2,6-dioxopiperidin-3-yl)-1,3-dioxoisoindolin-4-yl)heptyl)carbamate